(3,5-difluoro-4-(3-(1-methyl-1H-pyrazol-4-yl)-1H-pyrazolo[3,4-c]pyridin-5-yl)benzyl)propan-2-amine FC=1C=C(CCC(C)N)C=C(C1C=1C=C2C(=CN1)NN=C2C=2C=NN(C2)C)F